C(CCCCCCCCCCC)C1=C(C(=C(C=C1)S(=O)(=O)O)CCCCCCCCCCCCCCCC)CCCCCCCCCCCC dilauryl-cetylbenzenesulfonic acid